(S)-3,3'-Bis(2,4,6-triisopropylphenyl)-1,1'-binaphthyl-2,2'-diyl hydrogenphosphate CC(C)C1=CC(=C(C(=C1)C(C)C)C2=CC3=CC=CC=C3C4=C2OP(=O)(OC5=C4C6=CC=CC=C6C=C5C7=C(C=C(C=C7C(C)C)C(C)C)C(C)C)O)C(C)C